CC=1[NH+]=CNC1[N+](=O)[O-] 4-methyl-5-nitroimidazolium